C(C1=CC=CC=C1)OC1=CC=C(C=C1)CCCN(CCCC1=CC=C(N)C=C1)CC 4-(3-((3-(4-(benzyloxy)phenyl)propyl)(ethyl)amino)propyl)aniline